C12CC3CC(CC(C1)C3)C2 (3S,5S)-adamantan